5-chloro-4-(9-fluoro-1,4-dimethyl-1,2,3,4-tetrahydrobenzo[4,5]imidazo[1,2-a]pyrimidin-7-yl)-N-(1-(methylsulfonyl)piperidin-4-yl)pyrimidin-2-amine ClC=1C(=NC(=NC1)NC1CCN(CC1)S(=O)(=O)C)C1=CC2=C(N=C3N2C(CCN3C)C)C(=C1)F